(S)-ethyl 5-amino-3-(4-((5-fluoro-2-methoxybenzamido)methyl)phenyl)-1-(1,1,1-trifluoro propan-2-yl)-1H-pyrazole-4-carboxylate NC1=C(C(=NN1[C@H](C(F)(F)F)C)C1=CC=C(C=C1)CNC(C1=C(C=CC(=C1)F)OC)=O)C(=O)OCC